COCC1(CC1)N 1-(methoxymethyl)cyclopropaneamine